BrC1=CC2=C(N=CNC2=O)S1 6-bromothieno[2,3-d]pyrimidin-4(3H)-one